C(C)(C)(C)C=1C=CC2=C(N=CO2)C1 5-t-butyl-1,3-benzoxazole